COC1=C(C=C(C=N1)C1=CC=C2C(=NNC2=C1)C(=O)NC)C(NCC1=C(C=CC=C1)OC(C)C)=O 6-[6-methoxy-5-({[2-(propan-2-yloxy)phenyl]methyl}-carbamoyl)pyridin-3-yl]-N-methyl-1H-indazole-3-carboxamide